ClC1=CC=C2C(=N1)N=C(O2)N2CC1=C(N=CN=C1)CC2 5-chloro-2-(7,8-dihydro-5H-pyrido[4,3-d]pyrimidin-6-yl)oxazolo[4,5-b]pyridine